methyl 2-(1-((2-(benzyloxy)-6-(3,5-dichlorophenyl)pyridin-4-yl)methyl)piperidin-4-yl)acetate C(C1=CC=CC=C1)OC1=NC(=CC(=C1)CN1CCC(CC1)CC(=O)OC)C1=CC(=CC(=C1)Cl)Cl